O=C1NC(CCC1N1C(C2=CC=C(C=C2C1=O)N1CC(N(C(C1)C)CC1CCN(CC1)C1=CC=C(C=C1)C(=C(CC)C1=CC=CC=C1)C1=CC=C(C=C1)O)C)=O)=O 2-(2,6-dioxopiperidin-3-yl)-5-(4-((1-(4-(1-(4-hydroxyphenyl)-2-phenylbut-1-ene-1-yl)phenyl)piperidin-4-yl)methyl)-3,5-dimethylpiperazin-1-yl)isoindoline-1,3-dione